C(=O)[O-].C(C)(C)[Mg+] isopropyl-magnesium format